ClC1=C(C(=NC=C1)C(=O)[O-])F chlorofluoropicolinate